butyl 3-(3-cyano-5-(furan-2-yl)-1H-pyrazol-1-yl)benzylcarbamate C(#N)C1=NN(C(=C1)C=1OC=CC1)C=1C=C(CNC(OCCCC)=O)C=CC1